Cl.FC1=C(C=C(C=C1)OC)C=1C=C2C(=NNC2=CC1)NC(=O)[C@H]1CNCCC1 (3R)-N-[5-(2-fluoro-5-methoxyphenyl)-1H-indazol-3-yl]piperidine-3-carboxamide hydrochloride